C(C)OC(=O)C1=C(N(C2=CC=C(C=C12)OC[C@@H](CNC1=CC=CC=C1)O)C1=C(C=CC=C1)C)C (R)-5-[2-hydroxy-3-(anilino)-propoxy]-2-methyl-1-(methylphenyl)indole-3-carboxylic acid ethyl ester